rac-(3R*,4R*)-4-{[5-(2,4-Difluoro-phenyl)-isoxazole-3-carbonyl]-amino}-3-dimethylcarbamoyl-3-methyl-piperidine-1-carboxylic Acid Tert-Butyl Ester C(C)(C)(C)OC(=O)N1C[C@@]([C@@H](CC1)NC(=O)C1=NOC(=C1)C1=C(C=C(C=C1)F)F)(C)C(N(C)C)=O |r|